COC1=C(C=C(C=N1)NC(C1=CC(=CC=C1)C(F)(F)F)=O)N1C(N(C2=NC(=NC=C2C1)NC1=CC=CC=C1)C)=O N-(6-methoxy-5-(1-methyl-2-oxo-7-(phenylamino)-1,2-dihydropyrimido[4,5-d]pyrimidin-3(4H)-yl)pyridin-3-yl)-3-(trifluoromethyl)benzamide